FC1=CN=C2N1N=C(C=C2[C@@H]2[C@H](C2)C=2C=C1C=CC=NC1=C(C2)C(F)(F)F)C=2C(NC(NC2)=O)=O 5-(3-fluoro-8-((1S,2S)-2-(8-(trifluoromethyl)quinolin-6-yl)cyclopropyl)imidazo[1,2-b]pyridazin-6-yl)pyrimidine-2,4(1H,3H)-dione